CN1N=CC(=C1)C1=CC=2C3=C(N=CC2C=C1)N=C(S3)C3CCOCC3 8-(1-methyl-1H-pyrazol-4-yl)-2-(tetrahydro-2H-pyran-4-yl)thiazolo[4,5-c]isoquinoline